methyl 4-(bis(4-methoxybenzyl) amino)-1-(4-(pyrrolidin-1-ylmethyl) benzyl)-1H-imidazo[4,5-c]quinoline-2-carboxylate COC1=CC=C(CN(C2=NC=3C=CC=CC3C3=C2N=C(N3CC3=CC=C(C=C3)CN3CCCC3)C(=O)OC)CC3=CC=C(C=C3)OC)C=C1